1-(4-(3,3-Diethylazetidin-1-yl)phenyl)-5,7-difluoro-1H-indazol-6-ol C(C)C1(CN(C1)C1=CC=C(C=C1)N1N=CC2=CC(=C(C(=C12)F)O)F)CC